Methyl 5-[({1-[2-fluoro-4-(trifluoromethyl) phenyl]cyclopropyl}carbonyl) amino]-2-(1-methyl-1H-indazol-6-yl)benzoate FC1=C(C=CC(=C1)C(F)(F)F)C1(CC1)C(=O)NC=1C=CC(=C(C(=O)OC)C1)C1=CC=C2C=NN(C2=C1)C